2-(4-fluorophenyl)-6-methoxy-1-benzothiophene FC1=CC=C(C=C1)C=1SC2=C(C1)C=CC(=C2)OC